6-bromo-N-methoxy-N-methyl-3-{[2-(trimethylsilyl)ethoxy]methyl}-1,3-benzodiazole-4-carboxamide BrC=1C=C(C2=C(N=CN2COCC[Si](C)(C)C)C1)C(=O)N(C)OC